N-[3-(hydroxymethyl)oxetan-3-yl]-2-methyl-5-[(2-methyl-1,3-thiazol-5-yl)methoxy]-2H-indazole-3-carboxamide OCC1(COC1)NC(=O)C=1N(N=C2C=CC(=CC12)OCC1=CN=C(S1)C)C